ethyl-N-methyl-N-propyl-amine C(C)N(CCC)C